3-methoxybenzoic acid 7-azaspiro[3.5]non-2-yl ester C1C(CC12CCNCC2)OC(C2=CC(=CC=C2)OC)=O